O=C1NC(CCC1N1C(C2=CC(=C(C(=C2C1)F)C1CCN(CC1)CCNS(=O)(=O)C)F)=O)=O N-(2-(4-(2-(2,6-dioxopiperidin-3-yl)-4,6-difluoro-1-oxoisoindolin-5-yl)piperidin-1-yl)ethyl)methanesulfonamide